FC1(CC12C[C@]1(C[C@H](CN1C2)F)CO)F ((6'R,7a'S)-2,2,6'-trifluorodihydro-1'H,3'H-spiro[cyclopropane-1,2'-pyrrolizin]-7a'(5'H)-yl)methanol